C[C@@]1(N(CCC1)C1=CC(=C(C=C1)OC)NC(C1=C(N=C(C=C1)COC)N)=O)C(=O)O methyl-{3-[2-amino-6-(methoxymethyl)nicotinamido]-4-methoxyphenyl}-L-proline